N-((4,4-difluorocyclohexyl)(5-(2-methoxy-1-(2-oxo-4-(trifluoromethyl)imidazolidin-1-yl)ethyl)benzo[d]oxazol-2-yl)methyl)-5-isopropyl-isoxazole-4-carboxamide FC1(CCC(CC1)C(NC(=O)C=1C=NOC1C(C)C)C=1OC2=C(N1)C=C(C=C2)C(COC)N2C(NC(C2)C(F)(F)F)=O)F